N1(CCCC1)CCN 2-(pyrrolidin-1-yl)ethanamine